OC=1C(C=CN2N([C@H]3N(C(C21)=O)CCOC3)C3C2=C(SCC1=C3C=CC(=C1F)F)SC=C2)=O (12aR)-7-hydroxy-12-(7,8-difluoro-4,9-dihydrothieno[2,3-c][2]benzothiepin-4-yl)-3,4,12,12a-tetrahydro-1H-[1,4]oxazino[3,4-c]pyrido[2,1-f][1,2,4]triazine-6,8-dione